3-(1-Oxo-5-((1-((2-((R)-tetrahydrofuran-3-yl)quinolin-6-yl)methyl)-4-(trifluoromethyl)pyrrolidin-3-yl)oxy)isoindolin-2-yl)piperidine-2,6-dione O=C1N(CC2=CC(=CC=C12)OC1CN(CC1C(F)(F)F)CC=1C=C2C=CC(=NC2=CC1)[C@@H]1COCC1)C1C(NC(CC1)=O)=O